lithium ((3-((bis(4-methoxyphenyl) (phenyl) methoxy) methyl)-5-(hydroxymethyl) benzyl) amino)-10-oxodecanoate COC1=CC=C(C=C1)C(OCC=1C=C(CNC(C(=O)[O-])CCCCCCCC=O)C=C(C1)CO)(C1=CC=CC=C1)C1=CC=C(C=C1)OC.[Li+]